(S)-6-(6-(2-methoxyethoxy)pyridin-3-yl)-4-(piperidin-3-ylamino)pyrido[3,2-d]pyrimidine-8-carboxamide COCCOC1=CC=C(C=N1)C=1C=C(C=2N=CN=C(C2N1)N[C@@H]1CNCCC1)C(=O)N